phospho-pentan P(=O)(=O)CCCCC